1-(phenylsulfonyl)indole C1(=CC=CC=C1)S(=O)(=O)N1C=CC2=CC=CC=C12